C1(CC1)C=1C(=C(C=C(C1)OC(C)C)N1CCN(CC1)CC1=NC2=CC=CC=C2C(N1)=O)C=1N=NNN1 2-[[4-[3-cyclopropyl-5-isopropoxy-2-(2H-tetrazol-5-yl)phenyl]piperazin-1-yl]methyl]-3H-quinazolin-4-one